2-[(7R)-4-Azaspiro[2.5]octan-7-yl]-6-[8-(difluoromethoxy)-2-methyl-imidazo[1,2-b]pyridazin-6-yl]thieno[3,2-b]pyridine C1CC12NCC[C@H](C2)C2=CC1=NC=C(C=C1S2)C=2C=C(C=1N(N2)C=C(N1)C)OC(F)F